2-nitropyridin-3-amine [N+](=O)([O-])C1=NC=CC=C1N